tris(2,6-difluorophenyl)boron FC1=C(C(=CC=C1)F)B(C1=C(C=CC=C1F)F)C1=C(C=CC=C1F)F